CC=1C=C(C=CC1OC1=CC2=C(N(C=N2)C)C=C1)NC=1C2=C(N=CN1)C=CC(=N2)OCCNC(C=C)=O N-(2-((4-((3-methyl-4-((1-methyl-1H-benzo[d]imidazol-5-yl)oxy)phenyl)amino)pyrido[3,2-d]pyrimidin-6-yl)oxy)ethyl)acrylamide